3-pentene trans-carbonate C(O)(O)=O.CCC=CC